C(CCC(=O)O)(=O)O.NC1=NN(C=C1C=1C2=C(N=CN1)NC=C2)C2(CN(C2)C2CCN(CC2)CC2=C(C(=NC=C2)C(F)(F)F)F)CC#N 2-(3-(3-amino-4-(7H-pyrrolo[2,3-d]pyrimidin-4-yl)-1H-pyrazol-1-yl)-1-(1-(3-fluoro-2-(trifluoromethyl)isonicotinyl)piperidin-4-yl)azetidin-3-yl)acetonitrile succinate